ClC1=CC=C(C(=N1)C(=O)O)N[C@H](C)C1=C2N=C(C(=NC2=CC(=C1)C)C#N)C1COCC1 6-chloro-3-(((1R)-1-(2-cyano-7-methyl-3-(tetrahydrofuran-3-yl)quinoxalin-5-yl)ethyl)amino)picolinic acid